BrC=1C(=NN(C1)C(C)C)C 4-bromo-1-isopropyl-3-methylpyrazole